6-methyl-heptadien-2-one CC(=CC=CC(C)=O)C